FCC(CN(CCC(C(=O)O)NC(C(C)C1=NC=CC=C1F)=O)CCCCC1=NC=2NCCCC2C=C1)OC 4-[[3-fluoro-2-methoxy-propyl]-[4-(5,6,7,8-tetrahydro-1,8-naphthyridin-2-yl)butyl]amino]-2-[[2-(3-fluoro-2-pyridyl)propanoyl]amino]butanoic acid